C(C1CO1)OCCC[Si](C1=CC=C(C=C1)[Si](OC)(OC)CCCOCC1CO1)(OC)OC 1,4-bis(3-glycidoxypropyldimethoxysilyl)benzene